(R)-N-((S)-6,8-difluoro-4-oxo-2,3,4,5-tetrahydrobenzo[b][1,4]oxazepin-3-yl)-5-propyl-5,6,7,8-tetrahydro-[1,2,4]triazolo[1,5-a]pyridine-2-carboxamide FC1=CC(=CC=2OC[C@@H](C(NC21)=O)NC(=O)C2=NN1C(CCC[C@H]1CCC)=N2)F